ClC=1C(=C2C=3C(=C4C(=NC3C1)C1=CC3=C(C(N1C4)=O)COC([C@]3(O)CC)=O)[C@H](CC2)NCC(C)(C)O)C ((1S,9S)-5-chloro-9-ethyl-9-hydroxy-4-methyl-10,13-dioxo-2,3,9,10,13,15-hexahydro-1H,12H-benzo[de]pyrano[3',4':6,7]indolizino[1,2-b]quinolin-1-yl)-2-hydroxy-2-methylpropylamine